FC=1C(=CC(=C2NC(C=3N(C12)C(=NN3)C)(C)C)C)B3OC(C(O3)(C)C)(C)C 9-fluoro-1,4,4,6-tetramethyl-8-(tetramethyl-1,3,2-dioxaborolan-2-yl)-4H,5H-[1,2,4]triazolo[4,3-a]quinoxaline